bisphenol compound with formaldehyde C=O.C1(=CC=CC=C1)O.C1(=CC=CC=C1)O